5-[3-(dimethylamino)prop-1-ynyl]-N-(8-fluoro-2-methyl-imidazo[1,2-a]pyridin-6-yl)pyrazine-2-carboxamide CN(CC#CC=1N=CC(=NC1)C(=O)NC=1C=C(C=2N(C1)C=C(N2)C)F)C